C1(=CC=CC=C1)NC(C(=C)C1=CC=CC=C1)=O N,2-diphenylacrylamide